COC(C1=CC(=C(C=C1)N1CCN(CC1)CC(=O)OC(C)(C)C)Cl)=O 4-(4-(2-(tert-butoxy)-2-oxoethyl)piperazine-1-yl)-3-chlorobenzoic acid methyl ester